C(CCC)NCCC[Si](O)(O)O N-butyl-aminopropyl-silanetriol